CC1=C(C=C(C=C1)NC(C1=NC=CC(=C1)C(F)(F)F)=O)C1=CC2=C(N=C(N=C2)NC=2N(C=CN2)C)N2C1=NCC2 N-(4-methyl-3-(2-((1-methyl-1H-imidazol-2-yl)amino)-8,9-dihydroimidazo[1',2':1,6]pyrido[2,3-d]pyrimidin-6-yl)phenyl)-4-(trifluoromethyl)picolinamide